1-[2-(1-phenyl-1H-pyrazol-4-yl)-1,3-thiazole-4-carbonyl]piperazine C1(=CC=CC=C1)N1N=CC(=C1)C=1SC=C(N1)C(=O)N1CCNCC1